C([C@@H](O)C)(=O)OCC1=CC=CC=C1 benzyl L-lactate